CC1(OB(OC1(C)C)C1=CC(=NC=C1)C#N)C 4-(4,4,5,5-tetramethyl-1,3,2-dioxaborolan-2-yl)picolinonitrile